BrC1=NC=CC2=CN=C(C=C12)Cl 1-bromo-7-chloro-2,6-naphthyridine